2-(2-methyl-oxazol-5-yl)acetic acid CC=1OC(=CN1)CC(=O)O